4-((2S,4S)-4-((5-cyclopropylpyridin-2-yl)oxy)-2-((difluoromethoxy)methyl)pyrrolidin-1-yl)benzoic acid C1(CC1)C=1C=CC(=NC1)O[C@H]1C[C@H](N(C1)C1=CC=C(C(=O)O)C=C1)COC(F)F